C1(=CC=CC=C1)C1=C(C2=CC=CC=C2C=C1)C1=C(C2=CC3=CC=CC=C3C=C2C=C1)C1=CSC=2C1=CC=C1C2C=CC2=CC=CC=C21 (phenylnaphthyl)(naphthobenzothiophenyl)anthracene